2-((3-(1H-imidazol-1-yl)-5-(trifluoromethyl)phenyl)amino)-7-cyclopentyl-N,N-diethyl-7H-pyrrolo[2,3-d]pyrimidine-6-carboxamide N1(C=NC=C1)C=1C=C(C=C(C1)C(F)(F)F)NC=1N=CC2=C(N1)N(C(=C2)C(=O)N(CC)CC)C2CCCC2